(1R,5R)-3-(5-((2,6-dichlorophenyl)ethynyl)-2,3-dihydro-1H-inden-1-yl)-3-azabicyclo[3.1.0]hexane-1-carboxylic acid ClC1=C(C(=CC=C1)Cl)C#CC=1C=C2CCC(C2=CC1)N1C[C@]2(C[C@H]2C1)C(=O)O